COC(=O)C=1C(=NC(=CC1C1=C(C=NC=C1OC)F)C)Cl Chloro-3'-fluoro-5'-methoxy-6-methyl-[4,4'-bipyridine]-3-carboxylic acid methyl ester